BrC1=CC(=C(CCNC(OCC2=CC=CC=C2)=O)C=C1)F benzyl (4-bromo-2-fluorophenethyl)carbamate